N[C@@H](C)C(=O)[O-].NC(C)C=1NC=C[N+]1C 1-aminoethyl-3-methylimidazolium alanine salt